CS(=O)(=O)NC=1C=C(C=CC1)NC(=O)C=1SC=C(C1)C(=O)NC1=CC(=CC=C1)C=1N=C(SC1)C N2-(3-(methylsulfonamido)phenyl)-N4-(3-(2-methylthiazol-4-yl)phenyl)thiophene-2,4-dicarboxamide